FC(COC=1C=CC(=NC1)C=1C(=NC=CN1)C(C)NC(C1=CC(=CC(=C1)S(=O)(=O)C(F)(F)F)C(F)(F)F)=O)(F)F N-[1-[3-[5-(2,2,2-trifluoroethoxy)-2-pyridyl]pyrazin-2-yl]ethyl]-3-(trifluoromethyl)-5-(trifluoromethylsulfonyl)benzamide